C(C)(C)(C)C1=CC(=C(OC=2C=CC=3C(OC(C4=CC=CC2C34)=O)=O)C=C1)[N+](=O)[O-] 6-(4-(tert-butyl)-2-nitrophenoxy)-1H,3H-benzo[de]isochromene-1,3-dione